C(CCCCCCCCCCCCCCC)(=O)O.C(CCCCCCCCCCCCCCC)(=O)O.COC1CC(CC=C1O)\C=C\C(=O)CC(=O)\C=C\C1=CC=C(O)C(OC)=C1 Tetrahydrocurcumin dipalmitate